tert-Butyl 3-(benzyloxy)-4-((4-(cyclopropyl(4-(trifluoromethyl)benzyl)amino)-7H-pyrrolo[2,3-d]pyrimidin-7-yl)methyl)-4-hydroxypiperidine-1-carboxylate C(C1=CC=CC=C1)OC1CN(CCC1(O)CN1C=CC2=C1N=CN=C2N(CC2=CC=C(C=C2)C(F)(F)F)C2CC2)C(=O)OC(C)(C)C